CC=1C=C2C(C=C(OC2=C(C1)C(C)NC1=C(C(=O)O)C=CC=C1)C=1C=NC(=NC1)N1CCOCC1)=O 2-((1-(6-Methyl-2-(2-morpholinopyrimidin-5-yl)-4-oxo-4H-chromen-8-yl)ethyl)amino)benzoic acid